4-[1-(1-ETHOXYETHYL)-1H-PYRAZOL-4-YL]-7-[[2-(TRIMETHYLSILYL)ETHOXY]METHYL]-7H-PYRROLO[2,3-D]PYRIMIDINE C(C)OC(C)N1N=CC(=C1)C=1C2=C(N=CN1)N(C=C2)COCC[Si](C)(C)C